The molecule is a member of the class of benzodioxoles that is 1,3-benzodioxole substituted by a 2-(methylamino)propyl group at position 5. It has a role as a neurotoxin. It is a member of amphetamines and a member of benzodioxoles. CC(CC1=CC2=C(C=C1)OCO2)NC